N1(C=CC2=CC=CC=C12)CC(=O)ON=CC1=C(C=CC=C1)Cl 2-chlorobenzaldehyde O-(2-(1H-indol-1-yl)acetyl) oxime